C(C)(=O)[O-].C(C)(=O)[O-].C1(=CC=CC=C1)S(=O)C(CS(=O)C1=CC=CC=C1)[Pd+].C1(=CC=CC=C1)S(=O)C(CS(=O)C1=CC=CC=C1)[Pd+] 1,2-bis(phenylsulfinyl)ethylpalladium (II) diacetate